FC1(C(CCCC1)=O)F 1,1-difluoro-2-oxocyclohexane